FC1(CCC(CC1)NC1=NC(=CC2=C1N=CN2C2COC2)N2N=C(C=C2C)C)F N-(4,4-difluorocyclohexyl)-6-(3,5-dimethyl-1H-pyrazol-1-yl)-1-(oxetan-3-yl)-1H-imidazo[4,5-c]pyridin-4-amine